C(C)C(=C(C(=O)N)CCN)CC diethyl-aminoethylacrylamide